Methyl (1S,3S)-3-((6-(5-((5-(butylamino)-2H-tetrazol-2-yl)methyl)-1-methyl-1H-1,2,3-triazol-4-yl)-2-methylpyridin-3-yl)oxy)cyclohexane-1-carboxylate C(CCC)NC=1N=NN(N1)CC1=C(N=NN1C)C1=CC=C(C(=N1)C)O[C@@H]1C[C@H](CCC1)C(=O)OC